N-benzyl-1-(2-pyridinyl)methylamine C(C1=CC=CC=C1)NCC1=NC=CC=C1